2-butyl-6-(butylamino)-1H-benzo(de)isoquinoline-1,3(2H)-dione C(CCC)N1C(C2=CC=CC=3C2=C(C1=O)C=CC3NCCCC)=O